1-[(3S)-4-(3-chloro-4-fluoro-phenyl)-3-methyl-piperazin-1-yl]-4-(2-pyridyl)butane-1,4-dione ClC=1C=C(C=CC1F)N1[C@H](CN(CC1)C(CCC(=O)C1=NC=CC=C1)=O)C